[Br-].C(CCCCCCCCCCCCCCCCC)(=O)[N+](C)(C)C(CCCCCCCCCCCCCCCCC)=O distearoyl-N,N-dimethylammonium bromide